N-((1S)-1-cyclohexyl-2-((2-(4-(2,3-dihydro-1H-inden-1-yl)-2-oxoimidazolidin-1-yl)-2-(methylcarbamoyl)-2,3-dihydro-1H-inden-5-yl)amino)-2-oxoethyl)-1-methyl-1H-pyrazole-5-carboxamide C1(CCCCC1)[C@@H](C(=O)NC=1C=C2CC(CC2=CC1)(C(NC)=O)N1C(NC(C1)C1CCC2=CC=CC=C12)=O)NC(=O)C1=CC=NN1C